Cl.N[C@@H](CO)C(=O)N serinamide hydrochloride